(E)-3-(4-((3-(benzo[d][1,3]dioxol-5-yl)-2-methylbenzyl)oxy)-3-chlorophenyl)-2-cyanoacrylamide O1COC2=C1C=CC(=C2)C=2C(=C(COC1=C(C=C(C=C1)/C=C(/C(=O)N)\C#N)Cl)C=CC2)C